BrC1=CC=C(C=C1)C(SCC=O)(C1=CC=CC=C1)C1=CC(=C(C(=C1)C(C)(C)C)O)C(C)(C)C 2-(((4-bromophenyl)(3,5-di-tert-butyl-4-hydroxyphenyl)(phenyl)methyl)thio)acetaldehyde